Sodium 6-methyl-5,8-dioxo-2,3,5,6,7,8-hexahydrobenzo[B][1,4]dioxin-6-sulfonate CC1(C(C2=C(OCCO2)C(C1)=O)=O)S(=O)(=O)[O-].[Na+]